CC(C[C@@H](B1OC(CCN(CCC(O1)=O)C)=O)NC([C@H](CC1=CC=CC=C1)NC(=O)C1=NC=CN=C1)=O)C N-((S)-1-(((R)-3-methyl-1-(7-methyl-4,10-dioxo-1,3,7,2-dioxazaborecan-2-yl)butyl)amino)-1-oxo-3-phenylpropan-2-yl)pyrazine-2-carboxamide